3-(3,4-dichlorophenyl)-2,4-dioxo-1,3,8-triazaspiro[4.6]undecane-8-carboxylic acid (S)-tert-butyl ester C(C)(C)(C)OC(=O)N1CCC2(C(N(C(N2)=O)C2=CC(=C(C=C2)Cl)Cl)=O)CCC1